ClC=1C=C(C=C(C1)NS(=O)(=O)C)NC(=O)C1=CN(C(=C1)C1=NC=C(C=C1OCC1=CC(=CC(=C1)C(C)(C)O)F)F)C N-(3-chloro-5-methanesulfonamidophenyl)-5-(5-fluoro-3-{[3-fluoro-5-(2-hydroxypropan-2-yl)phenyl]methoxy}pyridin-2-yl)-1-methylpyrrole-3-carboxamide